ClC1=CN(C2=NC=CC(=C21)CN2C(N(CCC2)C2=CC(=C(C=C2)OC)OCCCCC)=O)CC(=O)N2C[C@@H](CC2)N(C)C (R)-1-((3-chloro-1-(2-(3-(dimethylamino)pyrrolidine-1-yl)-2-oxoethyl)-1H-pyrrolo[2,3-b]pyridine-4-yl)methyl)-3-(4-methoxy-3-(pentyloxy)phenyl)tetrahydropyrimidin-2(1H)-one